tert-butyl 7-[7-({4-[(3R)-3-(dimethylamino)pyrrolidine-1-carbonyl] phenyl} amino)-1,2,3,4-tetrahydro-2,6-naphthyridin-2-yl]-8-methyl-1H,2H,3H-pyrido[2,3-b][1,4]oxazine-1-carboxylate CN([C@H]1CN(CC1)C(=O)C1=CC=C(C=C1)NC1=NC=C2CCN(CC2=C1)C1=C(C2=C(OCCN2C(=O)OC(C)(C)C)N=C1)C)C